(1-cyclohexyloxy-2,2,6,6-tetramethylpiperidin-4-yl)butylamino-1,3,5-triazine C1(CCCCC1)ON1C(CC(CC1(C)C)CCCCNC1=NC=NC=N1)(C)C